1-((S)-2-(3-((2-((3S,4R)-3-fluoro-4-methoxypiperidin-1-yl)pyrimidin-4-yl)amino)-5-isopropyl-8-(3-((methylsulfonyl)methyl)azetidin-1-yl)isoquinolin-6-yl)azetidin-1-yl)but-2-yn-1-one F[C@H]1CN(CC[C@H]1OC)C1=NC=CC(=N1)NC=1N=CC2=C(C=C(C(=C2C1)C(C)C)[C@H]1N(CC1)C(C#CC)=O)N1CC(C1)CS(=O)(=O)C